C=12N3C=NC(CCOC(NCCCOC=4C=CC(NN1)=C2C4)=O)=C3 8,14-dioxa-2,4,10,19,20-pentaazatetracyclo[13.5.2.12,5.018,21]tricosa-1(20),3,5(23),15(22),16,18(21)-hexaen-9-one